ClC=1C(=NC=C(C#N)C1)C 5-Chloro-6-methylnicotinonitrile